6-(2-methoxyethoxy)-3-pyridinecarbaldehyde COCCOC1=CC=C(C=N1)C=O